C1(=CC=C(C=C1)N(C1=CC=C(C=C1)C1=CC2=C(OC3=C2C(=CC=C3)C3=NC(=NC(=N3)C3=CC=CC=C3)C3=CC=CC=C3)C=C1)C1=CC=3C(C2=CC=CC=C2C3C=C1)(C)C)C1=CC=CC=C1 biphenyl-4-yl-(9,9-dimethyl-9H-fluoren-2-yl)-{4-[9-(4,6-diphenyl-[1,3,5]triazin-2-yl)dibenzofuran-2-yl]phenyl}amine